5-Chloro-7-nitro-4-(piperazin-1-yl)quinolin-8-ol ClC1=C2C(=CC=NC2=C(C(=C1)[N+](=O)[O-])O)N1CCNCC1